FC(C(C(C(C(F)(F)C[Si](OCC)(C)C)(F)F)(F)F)(F)F)(CCC(F)(F)F)F tridecafluorooctyltrimethyl-(ethyl)oxysilane